ClC=1C=C(C=CC1C#N)[C@@H](NC(=O)[C@@H]1CNC(O1)=O)C=1C=NC(=C(C1)Cl)C(F)(F)F |o1:9| (S)-N-((R or S)-(3-chloro-4-cyano-phenyl)(5-chloro-6-(trifluoromethyl)pyridin-3-yl)methyl)-2-oxooxazolidine-5-carboxamide